C(#N)C(C)(C)C1=CC=C(CNC(=O)C=2SC(=CC2)S(=O)(=O)C)C=C1 N-(4-(2-cyanopropan-2-yl)benzyl)-5-(methylsulfonyl)thiophene-2-carboxamide